(2S)-2-(7-chloro-6-(1-(dimethylamino)ethyl)-1,1-dioxido-3,4-dihydro-2H-benzo[b][1,4,5]oxathiazepin-2-yl)-3-(6-fluoro-2,3-dimethylphenyl)butanoic acid ClC=1C=CC2=C(OCCN(S2(=O)=O)[C@H](C(=O)O)C(C)C2=C(C(=CC=C2F)C)C)C1C(C)N(C)C